5-hydroxy-3-(tetrahydro-pyran-4-ylmethyl)-2,3-dihydro-1H-pyrido[2,1-f][1,2,4]triazine-4,6-dione OC=1C(C=CN2NCN(C(C21)=O)CC2CCOCC2)=O